1-((6-(2-chloro-3-(1-(4-formyl-3,5-dimethoxyphenyl)-1H-indazol-4-yl)phenyl)-2-methoxypyridin-3-yl)methyl)-3-methylazetidine-3-carboxamide ClC1=C(C=CC=C1C1=C2C=NN(C2=CC=C1)C1=CC(=C(C(=C1)OC)C=O)OC)C1=CC=C(C(=N1)OC)CN1CC(C1)(C(=O)N)C